N-(1-methyl-6-(4-morpholinylphenoxy)-1H-pyrazolo[3,4-d]pyrimidin-4-yl)-5-nitrothiophene-2-carboxamide CN1N=CC=2C1=NC(=NC2NC(=O)C=2SC(=CC2)[N+](=O)[O-])OC2=CC=C(C=C2)N2CCOCC2